C(C)(=O)O[C@@H]1[C@H](O[C@H]([C@@H]1OC(C)=O)C=1C(NC(NC1)=O)=O)CC(C)=O (2R,3R,4S,5S)-2-(acetylmethyl)-5-(2,4-dioxo-1,2,3,4-tetrahydropyrimidin-5-yl)tetrahydrofuran-3,4-diyl diacetate